C(C)(C)(C)C1=CC=C(C=C1)NC1=CC(=CC=C1)Cl (4-(tert-butyl)phenyl)-3-chloroaniline